6-(1-((S)-3-methylpiperidin-1-yl)ethyl)-2,3-dihydro-1H-pyrrolo[3,4-c]pyridin-1-one C[C@@H]1CN(CCC1)C(C)C1=CC2=C(C=N1)CNC2=O